4-(2-fluoro-4-(6-(((1r,2r,3s,5s)-2-fluoro-9-azabicyclo[3.3.1]non-3-yl)oxy)pyridazin-3-yl)-5-hydroxyphenyl)-1-methylpyridin-2(1H)-one FC1=C(C=C(C(=C1)C=1N=NC(=CC1)O[C@@H]1[C@@H]([C@H]2CCC[C@@H](C1)N2)F)O)C2=CC(N(C=C2)C)=O